methyl 4,5-dihydro-1H-benzo[g]indole-2-carboxylate N1C(=CC=2CCC3=C(C12)C=CC=C3)C(=O)OC